Cl.C1(CCCCC1)C(C(=O)NC1CCCCC1)N1C(=NC2=C1C=CC=C2)C2=CC=CC=C2 2,N-dicyclohexyl-2-(2-phenyl-benzoimidazol-1-yl)-acetamide hydrogen chloride